BrC=1C=CC2=C(C3=C(O2)C=CC=C3C3=NC(=NC(=N3)C3=CC=CC=C3)C3=CC=CC=C3)C1 2-(8-bromodibenzo[b,d]furan-1-yl)-4,6-diphenyl-1,3,5-triazine